ethyl-2-(2-sulfanylpropan-2-yl)cyclohexan-1-one C(C)C1(C(CCCC1)=O)C(C)(C)S